CC[C@H]([C@H](C)C(=O)O)O The molecule is a diketide with a pentanoic acid structure substituted at the alpha and beta positions by methyl and hydroxy groups respectively. It is a diketide, a 3-hydroxy monocarboxylic acid and a hydroxy fatty acid.